C1(CCCC1)N1C(=CC2=C1N=C(N=C2)NC2=NC=C(C=C2)C(=O)N2CCC(CC2)N(C)C)C(=O)O 7-cyclopentyl-2-[5-(4-dimethylaminopiperidine-1-carbonyl)-pyridin-2-ylamino]-7H-pyrrolo[2,3-d]pyrimidine-6-carboxylic acid